CC(=CC(C)P(CC)CC)C=C(C)C.[Ti] titanium 2,4-dimethyl-pentadienyl-triethylphosphine